C1=CC=CC=2C3=CC=CC=C3C(C12)COC(=O)NC(C(=O)[O-])CC=1C=CC=C2C=CN=CC12 ((((9H-fluoren-9-yl)methoxy)carbonyl)amino)-3-(isoquinolin-8-yl)propanoate